[4-[3-[[(3s,4r)-3-fluoro-4-piperidinyl]oxymethyl]cyclobutyl]-3-methyl-2-oxo-benzoimidazol-1-yl]piperidine-2,6-dione F[C@H]1CNCC[C@H]1OCC1CC(C1)C1=CC=CC=2N(C(N(C21)C)=O)N2C(CCCC2=O)=O